C(C1=CC=CC=C1)(=O)O[C@@H]1[C@@H]([C@H]2CC[C@@H](C1)N2C)C(=O)OC Methyl (1R,2R,3S,5S)-3-(benzoyloxy)-8-methyl-8-azabicyclo[3.2.1]octane-2-carboxylate